C1(CCCCC1)NC(=O)NC1CCCCC1 N,N'-Di-cyclohexyl-urea